ClC=1C=C(OCC[C@H](C(=O)O)C)C=CC1C=1N(C2=NC=NC(=C2N1)OC1(CC1)C)CC1=C(C(=CC=C1)F)F |r| (racemic)-4-(3-chloro-4-(9-(2,3-difluorobenzyl)-6-(1-methylcyclopropoxy)-9H-purin-8-yl)phenoxy)-2-methylbutanoic acid